C1(CC1)N(C(=O)C=1C=NN(C1)CC1(CC(=CC(=C1)F)C(F)F)C)CC1=C(C=CC(=C1)C)CC N-cyclopropyl-3-(difluoromethyl)-N-(2-ethyl-5-methylbenzyl)-5-fluoro-1-methylbenzyl-1H-pyrazole-4-carboxamide